ClC1=CC=C(N=N1)C(=O)N[C@@H]1COCC1 (S)-6-chloro-N-(tetrahydrofuran-3-yl)pyridazine-3-carboxamide